(1S,3aR,4S,7R,7aS)-2-(tert-butoxycarbonyl)-2,3,3a,4,7,7a-hexahydro-1H-4,7-methanoisoindole-1-carboxylic acid C(C)(C)(C)OC(=O)N1[C@@H]([C@H]2[C@H]3C=C[C@@H]([C@H]2C1)C3)C(=O)O